(1R,5S,6s)-tert-butyl 6-((4-((5-chloro-2-fluorophenyl)amino)-6-nitroquinazolin-7-yl) ethynyl)-3-azabicyclo[3.1.0]hexane-3-carboxylate ClC=1C=CC(=C(C1)NC1=NC=NC2=CC(=C(C=C12)[N+](=O)[O-])C#CC1[C@@H]2CN(C[C@H]12)C(=O)OC(C)(C)C)F